CN1C(=NC2=C1C=C(C(=C2)[N+](=O)[O-])C)N2C[C@@H](C[C@H](C2)F)NC(OC(C)(C)C)=O tert-butyl ((3R,5R)-1-(1,6-dimethyl-5-nitro-1H-benzo[d]imidazol-2-yl)-5-fluoropiperidin-3-yl)carbamate